1-aminophenyl ketone NC1(CC=CC=C1)C(=O)C1(CC=CC=C1)N